[Si](C)(C)(C(C)(C)C)OCCCC1(N(CCC1=C)C(=O)OCCC(C)(C)C)C(=O)[O-] 1-(tert-butyl)2-ethyl 2-(3-((tert-butyldimethylsilyl)oxy)propyl)-3-methylenepyrrolidine-1,2-Dicarboxylate